ClC1=CC=C(C(=N1)C=1C=NN(C1)C)NC(C)C=1C=2C3=C(N(C(C2C=C(C1)C)=O)C)N(N=C3)CC 9-(1-((6-chloro-2-(1-methyl-1H-pyrazol-4-yl)pyridin-3-yl)amino)ethyl)-3-ethyl-4,7-dimethyl-3,4-dihydro-5H-pyrazolo[3,4-c]isoquinolin-5-one